C1(CC1)C#CC=1C=C(C=NC1)C=1N=C(NC(C1)=O)C=1C=C(CC(C(=O)N)(C)C)C=CC1C(F)(F)F (3-{4-[5-(cyclopropylethynyl)pyridin-3-yl]-6-oxo-1,6-dihydropyrimidin-2-yl}-4-(trifluoromethyl)benzyl)isobutyramide